(R)-4,4,4-trifluorobutan-2-yl (S)-6-diazo-2-((R)-2-methoxypropanamido)-5-oxohexanoate [N+](=[N-])=CC(CC[C@@H](C(=O)O[C@H](C)CC(F)(F)F)NC([C@@H](C)OC)=O)=O